NC1=CC(=C(OC2CN(CC2)C(=O)OC(C)(C)C)C=C1N)Br tert-butyl 3-(4,5-diamino-2-bromophenoxy)pyrrolidine-1-carboxylate